(5-methyl-2-(2-methyl-1,4-diazepan-1-yl)pyrimidin-4-yl)-1H-indazol-5-amine CC=1C(=NC(=NC1)N1C(CNCCC1)C)N1N=CC2=CC(=CC=C12)N